N-(trans)-(4-cyanotetrahydro-2H-pyran-3-yl)-4-methylbenzenesulfonamide C(#N)[C@H]1[C@@H](COCC1)NS(=O)(=O)C1=CC=C(C=C1)C